(R)-4-(2,2-difluoro-7-((5-methoxy-7-methyl-1H-indol-4-yl)methyl)-7-azaspiro[3.5]nonan-6-yl)-N-(3-(trifluoromethyl)bicyclo[1.1.1]pentan-1-yl)benzamide FC1(CC2(C1)C[C@@H](N(CC2)CC2=C1C=CNC1=C(C=C2OC)C)C2=CC=C(C(=O)NC13CC(C1)(C3)C(F)(F)F)C=C2)F